Cl.NC1=CN(C2=C1C(N(C=C2)C(C(F)(F)F)C)=O)C 3-Amino-1-methyl-5-(1,1,1-trifluoropropan-2-yl)-1H-pyrrolo[3,2-c]pyridin-4(5H)-one hydrochloride